CN1N=CC(=C1)C=1C=CC=NC1 5-(1-methyl-1H-pyrazol-4-yl)pyridin